C(C)(C)(C)OC(=O)N1[C@@H](CCC1)CN (S)-1-t-Butoxycarbonyl-2-(aminomethyl)pyrrolidine